N-(6-chlorobenzo[d]thiazol-2-yl)acetamide ClC1=CC2=C(N=C(S2)NC(C)=O)C=C1